NC1=C(C=NN1CCOC(C)C)C(=O)N1C[C@@]2(CCC1)C1=C(NC(O2)=O)C=CC(=C1F)Cl (R)-1'-(5-Amino-1-(2-isopropoxyethyl)-1H-pyrazole-4-carbonyl)-6-chloro-5-fluorospiro[benzo[d][1,3]oxazine-4,3'-piperidin]-2(1H)-one